C1(CC1)C1=C(C=C(C(=O)O)C=C1)S(NC1=C(C=CC(=C1)C(F)(F)F)C1=NC=CC=C1)(=O)=O 4-cyclopropyl-3-(N-(2-(pyridin-2-yl)-5-(trifluoromethyl)phenyl)sulfamoyl)benzoic Acid